C[NH+](C)CC(=O)OCCCCCCCCCCCC dodecyl dimethylammonioacetate